3-(((S)-2-((1r,4r)-2-oxa-5-azabicyclo[2.2.1]hept-5-yl)-8-azaspiro[4.5]dec-8-yl)sulfonyl)-5-fluorobenzonitrile [C@H]12OC[C@H](N(C1)[C@@H]1CC3(CC1)CCN(CC3)S(=O)(=O)C=3C=C(C#N)C=C(C3)F)C2